C(C)C(CCC(C(=O)O)(I)CC)(C(=O)O)I diethyl-2,5-diiodoadipic acid